3-(diethylphosphoryl)-1,2,3-benzotriazin C(C)P(=O)(CC)N1NN=C2C(=C1)C=CC=C2